(S)-2-(1-Acryloylpiperidin-2-yl)-1-amino-4-(4-((4-iodopyridin-2-yl)carbamoyl)phenyl)-1H-imidazol-5-carboxamid C(C=C)(=O)N1[C@@H](CCCC1)C=1N(C(=C(N1)C1=CC=C(C=C1)C(NC1=NC=CC(=C1)I)=O)C(=O)N)N